C(#N)C1=CC(=CC2=CC=CC=C12)C#N 1,3-dicyanonaphthalene